C(C1=CC=CC=C1)OC1=CC(=C(C=C1)Br)I 4-(benzyloxy)-1-bromo-2-iodobenzene